C(C)(C)(C)[Si](OCCC(=O)N(C)OC)(C1=CC=CC=C1)C1=CC=CC=C1 3-{[tert-butyl-(diphenyl)silyl]oxy}-N-methoxy-N-methylpropanamide